3-(4-Bromo-1H-pyrazol-1-yl)piperidine-2,6-dione BrC=1C=NN(C1)C1C(NC(CC1)=O)=O